N-(naphthalen-1-yl)-5-(piperazin-1-yl)pyrazine-2-carboxamide C1(=CC=CC2=CC=CC=C12)NC(=O)C1=NC=C(N=C1)N1CCNCC1